O=C1C=C(C=NN1CC(F)(F)F)OCC(=O)OC(C)(C)C tert-butyl {[6-oxo-1-(2,2,2-trifluoroethyl)-1,6-dihydropyridazin-4-yl]oxy}acetate